2-(((4-(tert-Butoxycarbonyl)-2-cyclopropyl-5-fluorobenzyl)oxy)methyl)-7-azaspiro[3.5]nonane-7-carboxylic acid tert-butyl ester C(C)(C)(C)OC(=O)N1CCC2(CC(C2)COCC2=C(C=C(C(=C2)F)C(=O)OC(C)(C)C)C2CC2)CC1